dibutoxydodecenyl decyloxymethyl ether C(CCCCCCCCC)OCOC=CCCCCCCCCCC(OCCCC)OCCCC